(S)-2-acryloyl-N-(5-(2-(2-aminopyridin-3-yl)-5-(1H-pyrazol-1-yl)-3H-imidazo[4,5-b]pyridin-3-yl)-2,3-dihydro-1H-inden-1-yl)isoindoline-4-carboxamide C(C=C)(=O)N1CC=2C=CC=C(C2C1)C(=O)N[C@H]1CCC2=CC(=CC=C12)N1C(=NC=2C1=NC(=CC2)N2N=CC=C2)C=2C(=NC=CC2)N